CN(C=1C2=C(N=CN1)C=CS2)C N,N-dimethylthieno[3,2-d]pyrimidin-4-amine